[Cl-].OCCC[N+](C)(C)C hydroxypropyltrimethylammonium chloride salt